N1-(3-trimethoxysilylpropyl)diethylenetriamine CO[Si](CCCNCCNCCN)(OC)OC